Methyl 3-((4-cyano-1H-pyrazol-1-yl)methyl)bicyclo[1.1.1]pentane-1-carboxylate C(#N)C=1C=NN(C1)CC12CC(C1)(C2)C(=O)OC